COC([C@@H](NC(CC1=CC(=CC=C1)Cl)=O)CC(C)C)=O (2-(3-chlorophenyl)acetyl)-L-leucine methyl ester